2'-amino-5-chloro-N-(5-chloro-6-(2H-1,2,3-triazol-2-yl)pyridin-3-yl)-2-cyclopropyl-4'-Fluoro-[1,1'-biphenyl]-4-carboxamide NC1=C(C=CC(=C1)F)C1=C(C=C(C(=C1)Cl)C(=O)NC=1C=NC(=C(C1)Cl)N1N=CC=N1)C1CC1